(R)-β-amino-4-(2,4-dichlorophenyl)butyric acid N[C@@H](CC(=O)O)CC1=C(C=C(C=C1)Cl)Cl